C1=C(C=CC2=CC=CC=C12)C1=NC(=NC(=N1)C1=CC=CC=C1)C1=CC=C(C=C1)C=1C(=CC(=C(C1)C1=CC=CC=C1)C=1C=NC=CC1)C1=CC=CC=C1 2-(naphthalen-2-yl)-4-phenyl-6-(5'-phenyl-4'-(pyridin-3-yl)-[1,1':2',1''-terphenyl]-4-yl)-1,3,5-triazine